N[C@H](C(=O)N1[C@@H]([C@H]2C([C@H]2C1)(C)C)C(=O)O)C(CO)(C)C (1R,2S,5S)-3-((S)-2-amino-4-hydroxy-3,3-dimethylbutanoyl)-6,6-dimethyl-3-azabicyclo[3.1.0]hexane-2-carboxylic acid